FC(C(=O)O)(F)F.FC1(CNCCC1N1CC2(C1)CCN(CC2)C2=CC1=C(N(C(N1C)=O)C1C(NC(CC1)=O)=O)C=C2)F 3-{5-[2-(3,3-Difluoropiperidin-4-yl)-2,7-diazaspiro[3.5]nonan-7-yl]-3-methyl-2-oxo-1,3-benzodiazol-1-yl}piperidine-2,6-dione 2,2,2-trifluoroacetate